tert-butyl [4-(5-{1-[(6,7-dimethoxy-2-methylquinazolin-4-yl)amino]-ethyl}thiophen-2-yl)phenyl]-carbamate COC=1C=C2C(=NC(=NC2=CC1OC)C)NC(C)C1=CC=C(S1)C1=CC=C(C=C1)NC(OC(C)(C)C)=O